COC(=O)C=1C=C(C=CC1C)N(C(=O)[C@@H]1N(CCCC1)C(=O)OC(C)(C)C)C tert-butyl (R)-2-((3-(methoxycarbonyl)-4-methylphenyl)(methyl)carbamoyl)piperidine-1-carboxylate